1-(3-methoxyphenyl)-[1]benzopyrano[3,4-d]imidazol-4(1H)-one COC=1C=C(C=CC1)N1C=NC2=C1C1=C(OC2=O)C=CC=C1